5-(2-(p-tolyloxy)ethyl)-1H-indol C1(=CC=C(C=C1)OCCC=1C=C2C=CNC2=CC1)C